C[C@]12CC[C@H]3[C@H]([C@@H]1CCC2=O)CCC4=CC(=C(C=C34)O[C@H]5[C@@H]([C@H]([C@@H]([C@H](O5)C(=O)[O-])O)O)O)O The molecule is a steroid glucuronide anion that is the conjugate base of 2-hydroxyestrone 2-O-(beta-D-glucuronide) arising from deprotonation of the carboxylic acid function; major species at pH 7.3. It is a steroid glucosiduronic acid anion, a beta-D-glucosiduronate and a monocarboxylic acid anion. It is a conjugate base of a 2-hydroxyestrone 2-O-(beta-D-glucuronide).